NC=1N=CC2=C(N1)N(C=C2)C2=CC(=NC=C2)C#CC(C)(O)C2=NC=CN=C2 4-(4-(2-amino-7H-pyrrolo[2,3-d]pyrimidin-7-yl)pyridin-2-yl)-2-(pyrazin-2-yl)but-3-yn-2-ol